5-fluoro-N-hydroxypicolinimidamide FC=1C=CC(=NC1)C(NO)=N